3-cyclopropyl-N-(2-fluoro-2-methylpropyl)-9-[[6-(2-methyltetrazol-5-yl)pyridin-3-yl]amino]-8,9-dihydro-7H-cyclopenta[H]isoquinoline-5-sulfonamide C1(CC1)C=1N=CC=2C3=C(C=C(C2C1)S(=O)(=O)NCC(C)(C)F)CCC3NC=3C=NC(=CC3)C=3N=NN(N3)C